C(#N)C1=C2N=C(C=NC2=CC=C1NC=1C=CC(=C(C1)NS(=O)(=O)CCC)C)OC N-(5-(5-cyano-3-methoxyquinoxalin-6-ylamino)-2-methylphenyl)propane-1-sulfonamide